2-(6-(oxetan-3-yloxy)pyridin-3-yl)-1,6-naphthyridin O1CC(C1)OC1=CC=C(C=N1)C1=NC2=CC=NC=C2C=C1